1-cyclopropyl-3-(5-((2R,4R)-2-(2,5-difluorophenyl)-4-hydroxypyrrolidin-1-yl)-2-fluoropyrazolo[1,5-a]pyrimidin-3-yl)urea C1(CC1)NC(=O)NC=1C(=NN2C1N=C(C=C2)N2[C@H](C[C@H](C2)O)C2=C(C=CC(=C2)F)F)F